2-(4-chloropyrimidine-5-yl)oxazole ClC1=NC=NC=C1C=1OC=CN1